Cl.O=C1NC(CCC1NC=1C=C2CN(CC2=CC1)CC(=O)O)=O 2-[5-[(2,6-dioxo-3-piperidyl)amino]isoindolin-2-yl]acetic acid hydrochloride